Cl.C(CCC)C1=CC(=C(C=C1OC)N1CCCCC1)OC 4-butyl-2,5-dimethylOxyphenyl-piperidine hydrochloride